O[C@@]1(C2(C(=C3[C@H](C(C=C3C1=O)(C)C)OC(CCCC(=O)O)=O)C)CC2)C 5-(((3'S,6'R)-6'-hydroxy-2',2',4',6'-tetramethyl-7'-oxo-2',3',6',7'-tetrahydrospiro[cyclopropane-1,5'-inden]-3'-yl)oxy)-5-oxopentanoic acid